mercaptobenzisothiazolinone SC1=NS(C2=C1C=CC=C2)=O